FC1(CN([C@@H]([C@@H](O1)C)CNC1=NC=CC(=C1C)C(F)(F)F)C(=O)OC(C)(C)C)F tert-Butyl (5R,6S)-2,2-difluoro-6-methyl-5-(((3-methyl-(trifluoromethyl)pyridin-2-yl)amino)methyl)morpholine-4-carboxylate